2-((1R,5S,8R)-3-(2-((S)-2-methylazetidin-1-yl)-6-(trifluoromethyl)pyrimidin-4-yl)-3-azabicyclo[3.2.1]oct-8-yl)acetic acid C[C@@H]1N(CC1)C1=NC(=CC(=N1)N1C[C@@H]2CC[C@H](C1)C2CC(=O)O)C(F)(F)F